4-({2-cyano-6-[(1S)-1-[(2S)-1-methylpyrrolidin-2-yl]ethoxy]-pyrimidin-4-yl}oxy)-2-(cyanomethyl)piperidine-1-carboxylic acid tert-butyl ester C(C)(C)(C)OC(=O)N1C(CC(CC1)OC1=NC(=NC(=C1)O[C@@H](C)[C@H]1N(CCC1)C)C#N)CC#N